C(C)NC(C(=C)C)=O N-ethylmethacrylamide